CC1=C(C(=CC=C1)C)I 1,3-dimethyl-iodobenzene